ethyl 2-(3-formyl-1H-indol-5-yl)-5-methyl-1,2,3-triazole-4-carboxylate C(=O)C1=CNC2=CC=C(C=C12)N1N=C(C(=N1)C(=O)OCC)C